FC1=C(C=CC=C1)N(C(=O)N)C1=C(C=CC=C1)F N,N-bis(2-fluorophenyl)urea